2-bromo-N-(2-methylphenyl)butanamide BrC(C(=O)NC1=C(C=CC=C1)C)CC